C(C)(C)(C)OC(=O)N1C[C@@H](CCC1)NC1=C2C(=C(N=N1)Cl)C=NC=C2 (R)-3-((4-chloropyrido[3,4-d]pyridazin-1-yl)amino)piperidine-1-carboxylic acid tert-butyl ester